C(C=C)(=O)OCCN(S(=O)(=O)C(C(C(C(C(F)(F)F)(F)F)(F)F)(F)F)(F)F)C 2-propenoic acid, 2-[methyl[(undecafluoropentyl)sulfonyl]amino]ethyl ester